ClC=1C=C(C=CC1C(F)(F)F)NC(=O)N1C2CC3=C(C=NC=C3)C1CC2 N-(3-chloro-4-(trifluoromethyl)phenyl)-6,7,8,9-tetrahydro-5H-6,9-epiminocyclohepta[c]-pyridine-10-carboxamide